sodium difluorosulfimide salt FS(=N)F.[Na]